C1=CC=CC2=CC3=CC=CC=C3C(=C12)CN(C(O)=O)C1CCCCC1 9-anthrylmethyl-N-cyclohexylcarbamic acid